C1(CC1)CONC(=O)[C@H]1N2C(N([C@H](C=C1C)C2)O[C@H](C(=O)OCC)F)=O ethyl (2S)-2-[[(2S,5R)-2-(cyclopropylmethoxy-carbamoyl)-3-methyl-7-oxo-1,6-diazabicyclo[3.2.1]oct-3-en-6-yl]oxy]-2-fluoro-acetate